methyl mercaptan tin [Sn].CS